Benzyl 2-((1S,E)-3a-methyl-3-oxo-1,3,3a,4,5,6,7,8-octahydrocycloocta[c]furan-1-yl)acetate CC12/C(/[C@@H](OC1=O)CC(=O)OCC1=CC=CC=C1)=C\CCCCC2